FC(N1N=NC(=C1)C1=C2C(=NC(=C1)N1[C@@H](COCC1)C)C(=NS2)C2=CC(=NN2COCC[Si](C)(C)C)C)F (3R)-4-{7-[1-(difluoromethyl)-1H-1,2,3-triazol-4-yl]-3-(3-methyl-1-{[2-(trimethylsilyl)ethoxy]methyl}-1H-pyrazol-5-yl)-[1,2]thiazolo[4,5-b]pyridin-5-yl}-3-methylmorpholine